3-(1-benzylpiperidin-4-yl)-1-(4-bromophenyl)prop-2-en-1-one C(C1=CC=CC=C1)N1CCC(CC1)C=CC(=O)C1=CC=C(C=C1)Br